NC=1N=NC(=CC1N1CCC(CC1)(C(=O)N1CC2(C1)CCN(CC2)C(COC=2C=C1C(N(C(C1=CC2)=O)C2C(NC(CC2)=O)=O)=O)=O)C2=CC=CC=C2)C2=C(C=CC=C2)O 5-(2-(2-(1-(3-amino-6-(2-hydroxyphenyl)pyridazin-4-yl)-4-phenylpiperidine-4-carbonyl)-2,7-diazaspiro[3.5]nonan-7-yl)-2-oxoethoxy)-2-(2,6-dioxopiperidin-3-yl)isoindoline-1,3-dione